The molecule is an oxoaporphine alkaloid that is 4,5,6,6a-tetradehydronoraporphin-7-one substituted by a methylenedioxy group across positions 1 and 2. It is isolated from Annona glabra and has been shown to exhibit antimicrobial and cytotoxic activities. It has a role as a metabolite, an antineoplastic agent, an antimicrobial agent, an EC 3.1.1.7 (acetylcholinesterase) inhibitor, an EC 3.2.1.20 (alpha-glucosidase) inhibitor and an antifungal agent. It is a cyclic ketone, an oxacycle, an organic heteropentacyclic compound, an alkaloid antibiotic and an oxoaporphine alkaloid. It derives from an aporphine. C1OC2=C(O1)C3=C4C(=C2)C=CN=C4C(=O)C5=CC=CC=C53